O=S1(N(CCC1)C1=CC=C(NC=2C(=NC(=C(N2)NC)C=2C3=C(C=NC2)N(C=N3)C)C(=O)OC)C=C1)=O Methyl 3-[4-(1,1-dioxo-1,2-thiazolidin-2-yl)anilino]-5-(methylamino)-6-(3-methylimidazo[4,5-c]pyridin-7-yl)pyrazine-2-carboxylate